(S)-N-(3-(1-((6,7-difluoroquinolin-3-yl)amino)ethyl)phenyl)-5-methylnicotinamide FC=1C=C2C=C(C=NC2=CC1F)N[C@@H](C)C=1C=C(C=CC1)NC(C1=CN=CC(=C1)C)=O